(S)-6-(4-(3-morpholinopropoxy)phenyl)-4-(piperidin-3-ylamino)pyrido[3,2-d]pyrimidine-8-carboxamide O1CCN(CC1)CCCOC1=CC=C(C=C1)C=1C=C(C=2N=CN=C(C2N1)N[C@@H]1CNCCC1)C(=O)N